[(2S,6R)-6-(4-benzamido-2-oxopyrimidin-1(2H)-yl)morpholin-2-yl]methyl 4-(octadecylamino)-4-oxobutanoate C(CCCCCCCCCCCCCCCCC)NC(CCC(=O)OC[C@@H]1CNC[C@@H](O1)N1C(N=C(C=C1)NC(C1=CC=CC=C1)=O)=O)=O